C1(CC1)C#CC1=NN=C(S1)N 5-(cyclopropylethynyl)-1,3,4-thiadiazol-2-amine